FC(OC=1C=C(C(=O)OC)C=C(C1)O)F methyl 3-(difluoromethoxy)-5-hydroxybenzoate